CCC(CC)NC(=O)C1=NNC(=C1)C=1C=C(C=CC1)C=1OC(=CN1)C(=O)N[C@@H](CCSC)C(=O)OCC ethyl (2-(3-(3-(pentan-3-ylcarbamoyl)-1H-pyrazol-5-yl)phenyl)oxazole-5-carbonyl)-L-methioninate